2-((5-(4-chloro-2-fluoro-phenyl)-3-methyl-triazol-4-yl)methyl)-5-(3-(2,2,2-trifluoro-ethoxy)azetidin-1-yl)pyridazin-3-one ClC1=CC(=C(C=C1)C1=C(N(N=N1)C)CN1N=CC(=CC1=O)N1CC(C1)OCC(F)(F)F)F